(1R,3S)-3-(5-amino-1-tert-butyl-pyrazol-3-yl)cyclopentanol NC1=CC(=NN1C(C)(C)C)[C@@H]1C[C@@H](CC1)O